O.O.N[C@H](C(=O)NC=1C(=C(C=C(C1)CCC)C1=CC(=C(C=C1)O)CCC)O)CCCCN (S)-2,6-diamino-N-(2,4'-dihydroxy-3',5-dipropyl-[1,1'-biphenyl]-3-yl)hexanamide dihydrate